N1(C=NC=C1)C1=CC(=C2C(=N1)C=CN2)C(=O)O 5-(1H-Imidazol-1-yl)-1H-pyrrolo[3,2-b]pyridine-7-carboxylic acid